(5-ethoxy-4-(1-methyl-1H-indazol-5-yl)-1-(piperidin-4-ylmethyl)-1H-pyrazol-3-yl)-2-fluorobenzonitrile C(C)OC1=C(C(=NN1CC1CCNCC1)C=1C(=C(C#N)C=CC1)F)C=1C=C2C=NN(C2=CC1)C